N=1C=NN2C1C=CC(=C2)C=2C=CN1N=C(N=C(C12)OC)NC1CC(C1)(O)CC (1s,3r)-3-((5-([1,2,4]triazolo[1,5-a]pyridin-6-yl)-4-methoxypyrrolo[2,1-f][1,2,4]triazin-2-yl)amino)-1-ethylcyclobutan-1-ol